The molecule is an omega-hydroxy fatty acid ascaroside obtained by formal condensation of the alcoholic hydroxy group of (2E)-21-hydroxyhenicos-2-enoic acid with ascarylopyranose (the alpha anomer). It is a metabolite of the nematode Caenorhabditis elegans. It has a role as a Caenorhabditis elegans metabolite. It is an alpha,beta-unsaturated monocarboxylic acid and an omega-hydroxy fatty acid ascaroside. It derives from a (2E)-21-hydroxyhenicos-2-enoic acid. It is a conjugate acid of an oscr#37(1-). C[C@H]1[C@@H](C[C@H]([C@@H](O1)OCCCCCCCCCCCCCCCCCC/C=C/C(=O)O)O)O